C(C)(C)(C)OC(=O)N1CC2=CC(=C(C=C2CC1)C1=CC(=C(N1C)C)C(=O)O)C(=O)N1CC2=CC=CC=C2C[C@H]1CN1CCCC1 5-[2-(tert-Butoxycarbonyl)-7-{[(3S)-3-(pyrrolidin-1-ylmethyl)-3,4-dihydro-1H-isoquinolin-2-yl]carbonyl}-3,4-dihydro-1H-isoquinolin-6-yl]-1,2-dimethylpyrrole-3-carboxylic acid